The molecule is a methoxyisoflavan that is (S)-isoflavan substituted by methoxy groups at positions 2' and 4' and hydroxy groups at positions 7 and 3' respectively. It has a role as an antineoplastic agent and a plant metabolite. It is a methoxyisoflavan and a member of hydroxyisoflavans. It derives from a (S)-isoflavan. COC1=C(C(=C(C=C1)[C@@H]2CC3=C(C=C(C=C3)O)OC2)OC)O